The molecule is a branched thirteen-membered oligosaccharide phosphate consisting of two galactose residues, three glucose residues, two 3-deoxy-D-manno-oct-2-ulosonic acid residues, three L-glycero-alpha-D-manno-heptose residues and three glucosamine residues, one of which is acetylated and another is at the reducing end. The unit constitutes the core oligosaccharide structure of enterobacterial lipopolysaccharide obtained from E. coli strain F576. CC(=O)N[C@@H]1[C@H]([C@@H]([C@H](O[C@@H]1O[C@@H]2[C@H]([C@@H]([C@H](O[C@@H]2O[C@@H]3[C@H]([C@@H]([C@H](O[C@@H]3O[C@H]4[C@@H]([C@H](O[C@@H]([C@@H]4O)O[C@@H]5[C@@H]([C@H](O[C@@H]([C@H]5OP(=O)(O)O)[C@H](CO[C@@H]6[C@H]([C@H]([C@@H]([C@H](O6)[C@H](CO)O)O)O)O)O)O[C@@H]7[C@@H]([C@H](O[C@@H]([C@H]7OP(=O)(O)O)[C@H](CO)O)O[C@@H]8[C@@H](C[C@@](O[C@@H]8[C@@H](CO)O)(C(=O)O)OC[C@@H]9[C@H]([C@@H]([C@H]([C@@H](O9)OC[C@@H]1[C@H]([C@@H]([C@H]([C@H](O1)OP(=O)(O)O)N)O)O)N)O)OP(=O)(O)O)O[C@@]1(C[C@H]([C@H]([C@H](O1)[C@@H](CO)O)O)O)C(=O)O)O)O)CO[C@@H]1[C@@H]([C@H]([C@H]([C@H](O1)CO)O)O)O)O)CO)O)O)CO)O[C@H]1[C@@H]([C@H]([C@H]([C@H](O1)CO)O)O)O)O)CO)O)O